tert-Butyl 4-(4-((2-Oxo-1,2-dihydropyrrolo[4,3,2-ij]isoquinolin-6-yl)methyl)-1H-pyrazol-1-yl)piperidine-1-carboxylate O=C1NC2=NC=C(C3=CC=CC1=C23)CC=2C=NN(C2)C2CCN(CC2)C(=O)OC(C)(C)C